5-(8-(benzyloxy)-7-bromo-6-iodo-2-((tetrahydro-2H-pyran-4-yl)oxy)quinazolin-4-yl)-2,5-diazabicyclo[2.2.1]heptane-2-carboxylate C(C1=CC=CC=C1)OC=1C(=C(C=C2C(=NC(=NC12)OC1CCOCC1)N1C2CN(C(C1)C2)C(=O)[O-])I)Br